BrC=1C=CC(N(C1)C(C(=O)C1=C(N(C(=C1)C)CC1CCC1)C)C)=O 5-bromo-1-(1-(1-(cyclobutylmethyl)-2,5-dimethyl-1H-pyrrol-3-yl)-1-oxopropan-2-yl)pyridin-2(1H)-one